C(C)OCCC=1C=NC(=NC1)C1=CC=C(C=C1)C(C)NC 1-(4-(5-(2-ethoxyethyl)pyrimidin-2-yl)phenyl)-N-methylethan-1-amine